1'-(tert-Butoxycarbonyl)-2-(difluoromethyl)-1',2',3',6'-tetrahydro-[3,4'-bipyridine]-6-carboxylic acid C(C)(C)(C)OC(=O)N1CCC(=CC1)C=1C(=NC(=CC1)C(=O)O)C(F)F